(2S)-2-[[2-[1-[(4-ethylphenyl)methyl]-5-oxopyrrolidin-2-yl]acetyl]amino]-4-methylpentanecarboxylic acid C(C)C1=CC=C(C=C1)CN1C(CCC1=O)CC(=O)N[C@H](CC(=O)O)CC(C)C